N[C@H](C(=O)OCC)CCBr ethyl L-2-amino-4-bromobutyrate